ethyl-amylketone methyl-3-bromo-8-ethoxyimidazo[1,2-b]pyridazine-7-carboxylate COC(=O)C1=C(C=2N(N=C1)C(=CN2)Br)OCC.C(C)C(=O)CCCCC